FC(C(=O)O)(F)F.FC(C(=O)O)(F)F.NC1=CC=C(C(=N1)C)CNC([C@H](C)NC([C@@H](CCC1=CC=CC=C1)NCC1=CC=C(C=C1)C(=O)N1CCOCC1)=O)=O (R)-N-((S)-1-(((6-Amino-2-methylpyridin-3-yl)methyl)amino)-1-oxopropan-2-yl)-2-((4-(morpholine-4-carbonyl)benzyl)amino)-4-phenylbutanamide Di-trifluoroacetate salt